3-(5-(4-((1-(5-methoxy-2-(1-methyl-1H-pyrazol-4-yl)-4-nitrophenyl)piperidin-4-yl)methyl)piperazin-1-yl)-1-oxoisoindolin-2-yl)piperidine-2,6-dione COC=1C(=CC(=C(C1)N1CCC(CC1)CN1CCN(CC1)C=1C=C2CN(C(C2=CC1)=O)C1C(NC(CC1)=O)=O)C=1C=NN(C1)C)[N+](=O)[O-]